4-(hydroxymethyl)-3-(trifluoromethyl)benzoic acid OCC1=C(C=C(C(=O)O)C=C1)C(F)(F)F